methyl 6-(6-azabicyclo[3.2.0]heptan-6-yl)quinoline-4-carboxylate C12CCCC2N(C1)C=1C=C2C(=CC=NC2=CC1)C(=O)OC